4-((1R,5S)-3,8-diazabicyclo[3.2.1]octan-3-yl)-7-(3-chloro-2-(trifluoromethyl)phenyl)-2-((2-fluorotetrahydro-1H-pyrrolizin-7a(5H)-yl)methoxy)-5,6,7,8-tetrahydropyrido[3,4-d]pyrimidine [C@H]12CN(C[C@H](CC1)N2)C=2C1=C(N=C(N2)OCC23CCCN3CC(C2)F)CN(CC1)C1=C(C(=CC=C1)Cl)C(F)(F)F